N-(2-((6-(2,6-dichloro-3,5-dimethoxyphenyl)-8-(((1-methylpyrrolidin-2-yl)methyl)amino)pyrido[3,4-d]pyrimidin-2-yl)amino)-3-methylphenyl)acrylamide ClC1=C(C(=C(C=C1OC)OC)Cl)C1=CC2=C(N=C(N=C2)NC2=C(C=CC=C2C)NC(C=C)=O)C(=N1)NCC1N(CCC1)C